1-phenyl-3-methyl-(2-bromo)phenylpropyne C1(=CC=CC=C1)C1(C(C(=CC=C1)C)Br)C#CC